N1=C(C=CC=C1)CC1CCN(CC1)CCCNC(=O)N1CCN(CC1)C1=NC(=NO1)C1=CC=C(C=C1)OC(F)(F)F N-(3-(4-(Pyridin-2-ylmethyl)piperidin-1-yl)propyl)-4-(3-(4-(Trifluoromethoxy)phenyl)-1,2,4-oxadiazol-5-yl)piperazin-1-carboxamid